N-[6-Chloro-7-fluoro-1-[1-(2-hydroxyethyl)triazol-4-yl]-3-(1H-pyrazol-4-yl)indol-4-yl]-2,2-difluoro-acetamide ClC1=CC(=C2C(=CN(C2=C1F)C=1N=NN(C1)CCO)C=1C=NNC1)NC(C(F)F)=O